Ethyl 1-(3-ethynylphenyl)-6-oxo-pyridine-3-carboxylate C(#C)C=1C=C(C=CC1)N1C=C(C=CC1=O)C(=O)OCC